FC(N1N=CC(=C1)C1=C(C=C(C=C1)NC(CC1=C(C=CC=C1)OC)=O)S(N)(=O)=O)F N-{4-[1-(difluoromethyl)-1H-pyrazol-4-yl]-3-sulfamoylphenyl}-2-(2-methoxyphenyl)acetamide